C(CCC)[C@@H]1N([C@H](C2=CC=C(C=C2C1)OC)C1=CC=C(C=C1)F)C(CCl)=O 1-((1S,3S)-3-butyl-1-(4-fluorophenyl)-6-methoxy-3,4-dihydroisoquinolin-2(1H)-yl)-2-chloroethan-1-one